N1(CCCC2=NC=CC=C12)C1=NN(C2=NC(=CN=C21)N2C(CC(CC2)NC(OC(C)(C)C)=O)C)C2OCCCC2 tert-butyl (1-(3-(3,4-dihydro-1,5-naphthyridin-1(2H)-yl)-1-(tetrahydro-2H-pyran-2-yl)-1H-pyrazolo[3,4-b]pyrazin-6-yl)-2-methylpiperidin-4-yl)carbamate